dimethylphenylsilyl diiodophosphate P(=O)(O[Si](C1=CC=CC=C1)(C)C)(I)I